C(C1=CC=CC=C1)OC1=CC=2N(C=C1C(=O)NC=1C(=NC=CC1)OC)C=C(N2)C2CC2 7-(Benzyloxy)-2-cyclopropyl-N-(2-methoxypyridin-3-yl)imidazo[1,2-a]pyridine-6-carboxamide